6-acetyl-8-cyclopentyl-2-((5-(4-(difluoro(4-(hydroxymethyl)phenyl)methyl)piperidin-1-yl)pyridin-2-yl)amino)-5-methylpyrido[2,3-d]pyrimidin-7(8H)-one C(C)(=O)C1=C(C2=C(N=C(N=C2)NC2=NC=C(C=C2)N2CCC(CC2)C(C2=CC=C(C=C2)CO)(F)F)N(C1=O)C1CCCC1)C